ethyl 5-amino-2-chloro-6-[1-tetrahydropyran-2-yl-5-(trideuteriomethyl)indazol-4-yl]pyrimidine-4-carboxylate NC=1C(=NC(=NC1C1=C2C=NN(C2=CC=C1C([2H])([2H])[2H])C1OCCCC1)Cl)C(=O)OCC